C(C)(=O)N(N(C(=O)C1=CC=2C3=C(C(=NC2C=C1)N)C=NN3C)CC=3SC1=C(N3)C=C(C=C1)F)C N'-Acetyl-4-amino-N-[(5-fluoro-1,3-benzothiazol-2-yl)methyl]-N',1-dimethyl-pyrazolo[4,3-c]quinoline-8-carbohydrazide